thiophene-2-carboxylic acid perfluorophenyl ester FC1=C(C(=C(C(=C1F)F)F)F)OC(=O)C=1SC=CC1